2-((1H-indol-3-yl)(p-tolyl)methyl)-6,6-dimethyl-1-phenyl-1,5,6,7-tetrahydro-4H-indol-4-one N1C=C(C2=CC=CC=C12)C(C=1N(C=2CC(CC(C2C1)=O)(C)C)C1=CC=CC=C1)C1=CC=C(C=C1)C